FC1(CCC(CC1)OC=1C(=NC=CN1)N1CCN(CC1)C(C=C)=O)F 1-(4-{3-[(4,4-difluorocyclohexyl)oxy]pyrazin-2-yl}piperazin-1-yl)prop-2-en-1-one